4-(2-(piperidin-1-ylmethyl)-4-(4,4,5,5-tetramethyl-1,3,2-dioxaborolan-2-yl)phenyl)morpholine N1(CCCCC1)CC1=C(C=CC(=C1)B1OC(C(O1)(C)C)(C)C)N1CCOCC1